4-(4-chloro-2-fluorophenyl)-6,7-dimethyl-2-((2r,4r)-2-(1-methyl-1H-pyrazol-4-yl)tetrahydro-2H-pyran-4-yl)pteridine ClC1=CC(=C(C=C1)C1=NC(=NC2=NC(=C(N=C12)C)C)[C@H]1C[C@@H](OCC1)C=1C=NN(C1)C)F